6-(4,4,5,5-tetramethyl-1,3,2-dioxaborolan-2-yl)picolinonitrile CC1(OB(OC1(C)C)C1=CC=CC(=N1)C#N)C